C(N)(=O)C1=CC(=C(OCC=2C3=C(SC2C(=O)O)C(=CC=C3F)F)C(=C1)F)F 3-((4-Carbamoyl-2,6-difluorophenoxy)methyl)-4,7-difluorobenzo[b]thiophene-2-carboxylic acid